4-Oxo-4-pyridin-2-yl-butyric acid O=C(CCC(=O)O)C1=NC=CC=C1